BrC=1C(=CC=2C3=C(C(=NC2C1F)SC)N=CN3C3C[C@H](N(CC3)C(=O)OC(C)(C)C)CC#N)C tert-butyl (2S)-4-(7-bromo-6-fluoro-8-methyl-4-(methylthio)-1H-imidazo[4,5-c]quinolin-1-yl)-2-(cyanomethyl)piperidine-1-carboxylate